C(#N)C1=CC(=C(COC2=CC=CC(=N2)C2=CC(=C(CC3=NC4=C(N3CC3(CC3)CF)C=CC(=C4)C(=O)O)C=C2)F)C=C1)F 2-(4-(6-((4-cyano-2-fluorobenzyl)oxy)pyridin-2-yl)-2-fluorobenzyl)-1-((1-(fluoromethyl)cyclopropyl)methyl)-1H-benzo[d]imidazole-5-carboxylic acid